1-(4-Chloro-2-(1-methyl-1H-tetrazol-5-yl)phenyl)hexan-1-ol ClC1=CC(=C(C=C1)C(CCCCC)O)C1=NN=NN1C